C(CCCCCCCCCCCCCCC)(=O)[O-].C(CCCCCCCCCCCCCCC)(=O)[O-].[Al+2] aluminum dipalmitate